(5-(bis(4-methoxybenzyl)amino)-3-methyl-2-(trifluoromethyl)phenyl)boronic acid COC1=CC=C(CN(C=2C=C(C(=C(C2)B(O)O)C(F)(F)F)C)CC2=CC=C(C=C2)OC)C=C1